(E)-6-bromopentyl-3-hexylnon-2-enoate BrCCCCCC(CC/C(=C/C(=O)[O-])/CCCCCC)CCC